{4-[6-fluoro-2-(1-methyl-4-pyrazolyl)-3H-1,3,4-triazainden-7-yl]-1-piperidyl}(p-trifluoromethoxyphenyl)methanone FC1=CN=C2NC(=NC2=C1C1CCN(CC1)C(=O)C1=CC=C(C=C1)OC(F)(F)F)C=1C=NN(C1)C